C1(CC1)OC1CCC(CC1)NC (1r,4r)-4-cyclopropoxy-N-methylcyclohexan-1-amine